ClC1=CC=C(CN2C[C@@](CC2)([C@H]2OCC2(C)C)CCC2=NC=C(C#N)C=C2)C=C1 |o1:11| 6-(2-((R)-1-(4-chlorobenzyl)-3-((R or S)-3,3-dimethyloxetan-2-yl)pyrrolidin-3-yl)ethyl)nicotinonitrile